OC=1C(=CC(=C2C=CC=NC12)[N+](=O)[O-])C(C1=CC=C(C=C1)OC)NC(CCCC(=O)OC)=O methyl 5-{[(8-hydroxy-5-nitroquinolin-7-yl) (4-methoxyphenyl) methyl] amino}-5-oxopentanoate